2-(2-chlorophenyl)-N-((4-methoxybenzyl)carbamoyl)-2-(4-(trifluoromethyl)pyridin-2-yl)acetamide ClC1=C(C=CC=C1)C(C(=O)NC(NCC1=CC=C(C=C1)OC)=O)C1=NC=CC(=C1)C(F)(F)F